SCCCC(=O)OCC(COC(CCCS)=O)(COCC(COC(CCCS)=O)(CO)CO)CO dipentaerythritol tris(4-mercaptobutyrate)